4-benzyloxy-5-bromo-indane C(C1=CC=CC=C1)OC1=C2CCCC2=CC=C1Br